3,3-Bis(ethoxymethyl)-2-methyldodecane C(C)OCC(C(C)C)(CCCCCCCCC)COCC